ClC1=CC=C(C=C1)N1N=C2C(=N1)C=CC(=C2)NC(=O)C2OCCCC2 N-[2-(4-chlorophenyl)benzotriazol-5-yl]tetrahydropyran-2-carboxamide